NC=1C=CC(=C2CN(C(C12)=O)C/C(/C#N)=C\C)C1=CC(=C(C(=C1)Cl)N)Cl (2E)-2-{[7-amino-4-(4-amino-3,5-dichlorophenyl)-1-oxo-2,3-dihydro-1H-isoindol-2-yl]methyl}but-2-enenitrile